BrC1=C(C=C(C(=O)N2CC=3N(CC2)C(N(C3C(=O)N[C@@H](C)C3=CC=C(C=C3)C#N)C3=CC=C(C=C3)OC(C)C)=O)C=C1)Cl |r| 7-(4-bromo-3-chloro-benzoyl)-2-(4-isopropoxyphenyl)-3-oxo-N-[rac-(1S)-1-(4-cyanophenyl)ethyl]-6,8-dihydro-5H-imidazo[1,5-a]pyrazine-1-carboxamide